ClC1=C(C=CC=C1)[C@H]([C@H](C)C=1N(C(C(=C(N1)C(=O)NC=1C=NOC1)O)=O)C)C1=NN=CN1C 2-((1s,2s)-1-(2-chlorophenyl)-1-(4-methyl-4H-1,2,4-triazol-3-yl)propan-2-yl)-5-hydroxy-N-(isoxazol-4-yl)-1-methyl-6-oxo-1,6-dihydropyrimidine-4-carboxamide